N-[1-(7-[[2-fluoro-4-(pyrazol-1-yl)phenyl]amino]-1,6-naphthyridine-2-carbonyl)pyrrolidin-3-yl]carbamic acid tert-butyl ester C(C)(C)(C)OC(NC1CN(CC1)C(=O)C1=NC2=CC(=NC=C2C=C1)NC1=C(C=C(C=C1)N1N=CC=C1)F)=O